C(C)(=O)OCCCCCCBr 6-bromohexanol acetate